(Z)-2-((3-benzyl-5-(3-((tert-butyldimethylsilyl)oxy)-2-chlorophenyl)pyrazin-2-yl)amino)-3-(furan-2-yl)acrylic acid tert-butyl ester C(C)(C)(C)OC(/C(=C/C=1OC=CC1)/NC1=NC=C(N=C1CC1=CC=CC=C1)C1=C(C(=CC=C1)O[Si](C)(C)C(C)(C)C)Cl)=O